3-(2-(pyrrolidin-1-yl)ethyl)-1H-indol-4-yl acetate C(C)(=O)OC1=C2C(=CNC2=CC=C1)CCN1CCCC1